CC1OC(C2C(O1)C1=CC=CC=C1C2)C 4,4a,5,9b-tetrahydro-2,4-dimethylindeno[1,2-d]m-dioxin